NC1=CC(C(NC1=NC=1C(=NN2C1C=CC(=C2C)C)NCCN2CCCC2)=NC=2C(=NN1C2C=CC(=C1C)C)NCCN1CCCC1)=N N3,N3'-(5-amino-3-iminopyridine-2,6(1H,3H)-diylidene)bis{6,7-dimethyl-N2-[2-(pyrrolidin-1-yl)ethyl]pyrazolo[1,5-a]pyridine-2,3-diamine}